2-[6-(Ethylamino)-4-[2-methyl-4-(4-methyl-1,2,4-triazol-3-yl)pyrazol-3-yl]pyridin-2-yl]-6-({[(1-methoxycyclobutyl)methyl]amino}methyl)-4-(trifluoromethyl)-3H-isoindol-1-one C(C)NC1=CC(=CC(=N1)N1C(C2=CC(=CC(=C2C1)C(F)(F)F)CNCC1(CCC1)OC)=O)C=1N(N=CC1C1=NN=CN1C)C